ClC1=CC(=C(C=C1)C1=CC(=NC2=NC(=CC=C12)C)N1C[C@@H](OCC1)C=1C=NN(C1)C)F 4-(4-chloro-2-fluorophenyl)-7-methyl-2-((2S)-2-(1-methyl-1H-pyrazol-4-yl)-4-morpholinyl)-1,8-naphthyridine